CC1=C(C2=C(N1)C=CC(=C2)OC)CCN(C)C 2-(5-methoxy-2-methyl-1H-indol-3-yl)-N,N-dimethylethanamine